N1N=NN=C1C1=C(C=CC=C1)C1=CC(=CC(=N1)N1CCN(CC1)CC(=O)NC(C)C)NC(CC1=CC=C(C=C1)C)=O 2-(4-(6-(2-(1H-tetrazol-5-yl)phenyl)-4-(2-(p-tolyl)acetamido)pyridin-2-yl)piperazin-1-yl)-N-isopropylacetamide